(4-chloro-3-fluorophenyl)(chroman-3-yl)(5-methyl-4-(methylsulfonyl)-1H-imidazol-2-yl)methanol ClC1=C(C=C(C=C1)C(O)(C=1NC(=C(N1)S(=O)(=O)C)C)C1COC2=CC=CC=C2C1)F